palladium(II) methanesulfonate (S)-ethyl-2-(2-((3'-((1,1-dimethylethylsulfinamido)methyl)-[7,7'-bibenzofuran]-5-yl)methoxy)phenyl)acetate C(C)OC(CC1=C(C=CC=C1)OCC=1C=C(C2=C(C=CO2)C1)C1=CC=CC=2C(=COC21)CN[S@@](=O)C(C)(C)C)=O.CS(=O)(=O)[O-].[Pd+2].CS(=O)(=O)[O-]